OC(CN(CCCCSSCCN1CCN(CC1)CCOC(CCCN(CC(CCCCC(=O)OCCCC)O)CC(CCCCC(=O)OCCCC)O)=O)CC(CCCCC(OCCC(C)C)=O)O)CCCCC(=O)OCCC(C)C Dibutyl 7,7'-((4-(2-(4-(2-((4-(bis(2-hydroxy-7-(isopentyloxy)-7-oxoheptyl)amino)-butyl)disulfaneyl)ethyl)piperazin-1-yl)ethoxy)-4-oxobutyl)azanediyl)bis(6-hydroxyheptanoate)